tert-butyl 5-(1-(4-(5-(difluoromethyl)-1,3,4-oxadiazol-2-yl) benzyl)-1H-1,2,3-triazol-4-yl)-2-oxospiro[indoline-3,4'-piperidine]-1'-carboxylate FC(C1=NN=C(O1)C1=CC=C(CN2N=NC(=C2)C=2C=C3C(=CC2)NC(C32CCN(CC2)C(=O)OC(C)(C)C)=O)C=C1)F